Tetrahydro-1,6-naphthyridin-2(1H)-one N1C(CCC2CN=CC=C12)=O